(3R)-1-[6-(2-hydroxy-4,6-dimethyl-phenyl)pyridazin-3-yl]-3-(hydroxymethyl)pyrrolidin-2-one OC1=C(C(=CC(=C1)C)C)C1=CC=C(N=N1)N1C([C@H](CC1)CO)=O